(R)-4-benzyl-3-((R)-2-(cyclohexylmethyl)pent-4-enoyl)oxazolidin-2-one Methyl-4'-methyl-3-oxo-2',3'-dihydrospiro[cyclohexane-1,1'-indene]-4-carboxylate COC(=O)C1C(CC2(CCC3=C(C=CC=C23)C)CC1)=O.C(C1=CC=CC=C1)[C@H]1N(C(OC1)=O)C([C@H](CC=C)CC1CCCCC1)=O